C(#N)C1(CC1)CN1N=CC(=C1)C1=CC=CC(=N1)C(=O)NC=1C(=NC=C(C1)N1C2CC(C1)(C2)C(C)(C)O)C(F)(F)F 6-(1-((1-cyanocyclopropyl)methyl)-1H-pyrazol-4-yl)-N-(5-(4-(2-hydroxypropan-2-yl)-2-azabicyclo[2.1.1]hexan-2-yl)-2-(trifluoromethyl)pyridin-3-yl)picolinamide